N-([1,1'-biphenyl]-4-yl)-N-(4-(9-phenyl-9H-carbazol-3-yl)phenyl)-[1,1'-biphenyl]-4-amine C1(=CC=C(C=C1)N(C1=CC=C(C=C1)C1=CC=CC=C1)C1=CC=C(C=C1)C=1C=CC=2N(C3=CC=CC=C3C2C1)C1=CC=CC=C1)C1=CC=CC=C1